2-{[(6-amino-2-{[(dimethyl carbamoyl)amino]methyl}-3-fluorophenyl)carbamothioyl]amino}-2-[3-(trifluoromethyl)phenyl]propyl 2,2-dimethylpropanoate CC(C(=O)OCC(C)(C1=CC(=CC=C1)C(F)(F)F)NC(NC1=C(C(=CC=C1N)F)CNC(N(C)C)=O)=S)(C)C